FCC=1C=C(C=C(C1)CF)C1=CC=C(C=C1)C1=C2N(C(=N1)[C@@H](CC(=O)NO)CC1CCCC1)CC1(C2)CC1 (R)-3-(1'-(3',5'-bis(fluoromethyl)-[1,1'-biphenyl]-4-yl)-5'H,7'H-spiro[cyclopropane-1,6'-pyrrolo[1,2-c]imidazole]-3'-yl)-4-cyclopentanyl-N-hydroxybutanamide